CC1=NN2C(=NN=C(C2=C1)C1=C(C=CC=C1)OC(F)(F)F)N[C@H]1CN(CCC1)C (R)-2-methyl-N-(1-methylpiperidin-3-yl)-4-(2-(trifluoromethoxy)phenyl)pyrazolo[1,5-d][1,2,4]triazin-7-amine